FC(C=1OC(=NN1)C1=CC=C(C=C1)CN1N=C(N=N1)C1(CC1)C1=CC=CC=C1)F 2-(difluoromethyl)-5-(4-((5-(1-phenylcyclopropyl)-2H-tetrazol-2-yl)methyl)phenyl)-1,3,4-oxadiazole